(Z)-3-Hexen-1-ylacetate C(C\C=C/CC)CC(=O)[O-]